BrC1=C(C(N(C=C1)C)=O)N(C(OC(C)(C)C)=O)CCCN(C)C(=O)OC(C)(C)C tert-butyl N-(4-bromo-1-methyl-2-oxo-3-pyridyl)-N-[3-[tert-butoxycarbonyl(methyl)amino]propyl]carbamate